[Ta].[Mn].[Sn] tin-manganese tantalum